[Si](C)(C)(C(C)(C)C)OCC=1N=C(C2=C(N1)N(C(C2(C)C)=O)C2=CC=C(C=C2)OC2C#CCCCCC2)NC 2-(((tert-butyldimethylsilyl)oxy)methyl)-7-(4-(cyclooct-2-yn-1-yloxy)phenyl)-5,5-dimethyl-4-(methylamino)-5,7-dihydro-6H-pyrrolo[2,3-d]pyrimidin-6-one